N-[6-(difluoromethyl)-2-pyridinyl]-2-[4-[[4-[3-[(2,6-dioxo-3-piperidinyl)amino]phenyl]-1-piperidinyl]methyl]cyclohexyl]-7-isopropoxy-imidazo[1,2-a]pyridine-6-carboxamide FC(C1=CC=CC(=N1)NC(=O)C=1C(=CC=2N(C1)C=C(N2)C2CCC(CC2)CN2CCC(CC2)C2=CC(=CC=C2)NC2C(NC(CC2)=O)=O)OC(C)C)F